C1=CCCCC1 racemic-cyclohexene